C(CCCCCCCCCCCCCCCCCCCCC)(=O)[O-].C(CCCCCCCCCCCCCCCCCCCCC)(=O)[O-].[Ca+2] calcium dibehenate